2-FLUORO-5-(PYRROLIDINE-1-CARBONYL)PHENYLBORONIC ACID FC1=C(C=C(C=C1)C(=O)N1CCCC1)B(O)O